The molecule is a 1,8-naphthyridine derivative that is 1,4-dihydro-1,8-naphthyridine with an ethyl group at the 1 position, a carboxy group at the 3-position, an oxo sustituent at the 4-position, a fluoro substituent at the 5-position and a piperazin-1-yl group at the 7 position. An antibacterial, it is used in the treatment of urinary-tract infections and gonorrhoea. It has a role as an antibacterial drug and a DNA synthesis inhibitor. It is a monocarboxylic acid, an amino acid, a 1,8-naphthyridine derivative, a N-arylpiperazine, a quinolone antibiotic and a fluoroquinolone antibiotic. CCN1C=C(C(=O)C2=CC(=C(N=C21)N3CCNCC3)F)C(=O)O